3-(3-(methoxycarbonyl)benzyl)-2-oxo-2,3-dihydro-1H-benzo[d]imidazole-1-carboxylic acid tert-butyl ester C(C)(C)(C)OC(=O)N1C(N(C2=C1C=CC=C2)CC2=CC(=CC=C2)C(=O)OC)=O